amino-1-methyl-[3,3'-bipyridine]-2(1H)-one NC1=C(C(N(C=C1)C)=O)C=1C=NC=CC1